2-(isopropylamino)acetonitrile C(C)(C)NCC#N